C(C1=CC=CC=C1)NC(=O)N1[C@@H]2N(C(C[C@@H]1CO)=O)[C@H](C(N(C2)CC2=CC=CC1=CC=CC=C21)=O)CC2=CC=C(C=C2)O (2R,6S,9aS)-N-benzyl-6-(4-hydroxybenzyl)-2-(hydroxymethyl)-8-(naphthalen-1-ylmethyl)-4,7-dioxohexahydro-2H-pyrazino[1,2-a]pyrimidine-1(6H)-carboxamide